2,6-dichloro-N-[2-(2-chlorophenyl)ethyl]-4-cyclopropylbenzene-1-sulfonamide ClC1=C(C(=CC(=C1)C1CC1)Cl)S(=O)(=O)NCCC1=C(C=CC=C1)Cl